O=C1NCC[C@H]1NC1=NC=2C=CC=CC2C=2N1N=C(N2)C=2C=C(C#N)C=CC2 3-(5-{[(3R)-2-oxopyrrolidin-3-yl]amino}[1,2,4]triazolo[1,5-c]quinazolin-2-yl)benzonitrile